CN[C@@H](CC(=O)O)C(=O)O (S)-N-methylaspartic acid